C(CCC)C1=CC=C(C=C1)NC1N(C(=NC(=N1)N)N1CCOCC1)C1=CC(=C(C=C1)C)C N-(4-Butylphenyl)-N1-(3,4-dimethylphenyl)-6-morpholin-4-yl-[1,3,5]triazine-2,4-diamine